FC1=C(C=C(C(=O)NC2=NC=NC=C2)C=C1)C(=O)NC1=NC(=CC=C1)C1=NN=CN1C(C)C 4-Fluoro-N3-(6-(4-isopropyl-4H-1,2,4-triazol-3-yl)pyridin-2-yl)-N1-(pyrimidin-4-yl)isophthalamide